(4-(3-amino-6-(1-isobutyrylpiperidin-4-yl)-1-methyl-1H-pyrazolo[4,3-c]pyridin-4-yl)phenyl)-1-isopropyl-2,4-dioxo-3-(pyridin-2-yl)-1,2,3,4-tetrahydropyrimidine-5-carboxamide NC1=NN(C2=C1C(=NC(=C2)C2CCN(CC2)C(C(C)C)=O)C2=CC=C(C=C2)C2=C(C(N(C(N2C(C)C)=O)C2=NC=CC=C2)=O)C(=O)N)C